ClC=1N=C(C2=C(N1)CN(CC2)C)OC2=NC=1C=CC3=C(C1N=C2)C2=C(S3)C(NC(CN2)C)=O 3-((2-chloro-7-methyl-5,6,7,8-tetrahydropyrido[3,4-d]pyrimidin-4-yl)oxy)-10-methyl-9,10,11,12-tetrahydro-8H-[1,4]diazepino[5',6':4,5]thieno[3,2-f]quinoxalin-8-one